tert-butyl 4-(2-(4,6-dimethylpyrazolo[1,5-a]pyrazin-2-yl)-4-oxo-4H-pyrido[1,2-a]pyrimidin-7-yl)-trans-2,6-dimethyl-5,6-dihydropyridine-1(2H)-carboxylate CC=1C=2N(C=C(N1)C)N=C(C2)C=2N=C1N(C(C2)=O)C=C(C=C1)C1=C[C@@H](N([C@H](C1)C)C(=O)OC(C)(C)C)C